ClC(C(C(C(C(C(Cl)(F)F)(F)F)(F)F)(F)F)(F)F)(F)F 1,6-dichloroperfluorohexane